CC(CO)C=1CCC(C23CCC(C(C12)(C)C)C3)(C)C 1,3,4,5,6,7-hexahydro-beta,1,1,5,5-pentamethyl-2H-2,4a-Methanonaphthalene-8-ethanol